ClC=1C(=NC(=CN1)CCC=C(F)F)N1CCC(CC1)C(=O)OCC Ethyl 1-(3-chloro-6-(4,4-difluorobut-3-en-1-yl)pyrazin-2-yl)piperidine-4-carboxylate